C(C)(C)(C)OOC1=C(C(=C(C=C1)OOC(C)(C)C)C(C)C)C(C)C 1,4-bis-tert-butylperoxydiisopropyl-benzene